N-(1-(4,5-dimethyl-6-(1-methyl-1H-pyrazol-5-yl)pyridazin-3-yl)piperidin-4-yl)-4-fluoro-2-(trifluoromethyl)benzamide CC1=C(N=NC(=C1C)C1=CC=NN1C)N1CCC(CC1)NC(C1=C(C=C(C=C1)F)C(F)(F)F)=O